N-(4-(2-amino-5-(3,4-dimethoxyphenyl)pyridin-3-yl)phenyl)-2-oxo-1-((tetrahydro-2H-pyran-4-yl)methyl)-5-(p-tolyl)-1,2-dihydropyridine-3-carboxamide NC1=NC=C(C=C1C1=CC=C(C=C1)NC(=O)C=1C(N(C=C(C1)C1=CC=C(C=C1)C)CC1CCOCC1)=O)C1=CC(=C(C=C1)OC)OC